C(C)(C)C1=CC=C(C2=CC=CC=C12)C1=CC=C(S1)SC(C(=O)O)(C)C 2-(5-(4-isopropylnaphthalen-1-yl)thiophen-2-ylsulfanyl)-2-methylpropionic acid